2-(6-azaspiro[3.4]oct-6-yl)ethylamine C1CCC12CN(CC2)CCN